N-(1-(1-(difluoromethyl)-1H-benzo[d]imidazol-2-yl)piperidin-4-yl)-7-(3-fluorophenyl)thieno[3,2-d]pyrimidin-4-amine FC(N1C(=NC2=C1C=CC=C2)N2CCC(CC2)NC=2C1=C(N=CN2)C(=CS1)C1=CC(=CC=C1)F)F